CN1N=C(C=C1C)NC1=NC=C(C(=N1)C1=CNC2=C(C=CC=C12)NC(CN1C[C@H](CC1)OC1=NC=NC(=C1)N1CC(CC1)O)=O)C N-(3-(2-((1,5-dimethyl-1H-pyrazol-3-yl)amino)-5-methylpyrimidin-4-yl)-1H-indol-7-yl)-2-((3S)-3-((6-(3-hydroxypyrrolidin-1-yl)pyrimidin-4-yl)oxy)pyrrolidin-1-yl)acetamide